O=C1C(=CC=C(N1)C(=O)NC([2H])([2H])[2H])N1CCN(CC1)CC=1C(=C2NC(C(=NC2=CC1)C)=O)F 6-oxo-5-(4-((5-fluoro-2-methyl-3-oxo-4H-quinoxalin-6-yl)methyl)piperazin-1-yl)-N-(methyl-d3)pyridine-2-carboxamide